[Br-].CC=1C=CC=C2C(N(C=NC12)CC[N+]1=CC=CC=C1)=O 1-(2-(8-methyl-4-oxoquinazolin-3(4H)-yl)ethyl)pyridin-1-ium bromide